C(C)(C)(C)OC(=O)N1[C@H](C[C@H](C1)O)C1=CC(=C(C=C1)C=1N=C2SC3=C(N2C1)C=C(C(=C3)C(=O)OC)OC)F methyl 2-(4-((cis)-1-(tert-butoxycarbonyl)-4-hydroxypyrrolidin-2-yl)-2-fluorophenyl)-6-methoxybenzo[d]imidazo[2,1-b]thiazole-7-carboxylate